NC1=C(C=C(C=C1)[C@@](C(=O)OC(C)C)(CC(C)(C)C)NC(=O)OCC1=CC=CC=C1)F isopropyl (R)-2-(4-amino-3-fluorophenyl)-2-(((benzyloxy) carbonyl) amino)-4,4-dimethylvalerate